para-dimethylcyclohexane CC1CCC(CC1)C